Methyl 2-(2-amino-4-fluorophenoxy)-5-chlorobenzoate NC1=C(OC2=C(C(=O)OC)C=C(C=C2)Cl)C=CC(=C1)F